C(CCCCCCC)C1=C(C=CC=C1)N1N=C2C(=N1)C=CC=C2 2-(2-octylphenyl)benzotriazol